C(C1=CC=CC=C1)(C1=CC=CC=C1)N1[C@H]2CN([C@@H](C1)C2)C(=O)C=2C(=C1CN(C(C1=CC2)=O)C2C(NC(CC2)=O)=O)F 3-(5-((1r,4r)-5-benzhydryl-2,5-diazabicyclo[2.2.1]heptane-2-carbonyl)-4-fluoro-1-oxoisoindolin-2-yl)piperidine-2,6-dione